CN(C1=CC=C(C=C1)CCC1=CC=CC=C1)C 1-(4-dimethylaminophenyl)-2-phenylethane